NC1=CC=C(C=C1)CCNC1=NC=NC2=CC=CC=C12 N-(4-aminophenylethyl)quinazolin-4-amine